5-amino-2,3-dihydrothiophene-4-carbonitrile NC1=C(CCS1)C#N